5-chloro-N-(piperidin-4-yl)-1H-indole-2-carboxamide ClC=1C=C2C=C(NC2=CC1)C(=O)NC1CCNCC1